(R)-1-(2,6-dichlorophenyl)ethanol ClC1=C(C(=CC=C1)Cl)[C@@H](C)O